CN1N=C(C(=C1C(=O)NCC1=CC=C(C=C1)NC(OCC1=CC=C(C=C1)Cl)=O)C)C 4-chlorobenzyl (4-((1,3,4-trimethyl-1H-pyrazole-5-carboxamido)meth-yl)phenyl)carbamate